2-((2-(((tert-butoxycarbonyl)(2-(6-methoxy-3-nitropyridin-2-yl)ethyl)amino)-methyl)-4,5-difluorophenyl)amino)-5-(trifluoromethyl)benzoic acid C(C)(C)(C)OC(=O)N(CCC1=NC(=CC=C1[N+](=O)[O-])OC)CC1=C(C=C(C(=C1)F)F)NC1=C(C(=O)O)C=C(C=C1)C(F)(F)F